The molecule is the conjugate base of N(2)-acetyl-D-glutamine; major species at pH 7.3. It is a conjugate base of a N(2)-acetyl-D-glutamine. It is an enantiomer of a N-acetyl-L-glutaminate. CC(=O)N[C@H](CCC(=O)N)C(=O)[O-]